[Cl-].CC(CC)([NH3+])C dimethyl-propan-1-aminium chloride